2-(4-(2-aminoquinolin-8-yl)-1-methyl-1H-pyrazol-5-yl)-4-chloro-6-cyclopropyloxy-3-fluorobenzonitrile NC1=NC2=C(C=CC=C2C=C1)C=1C=NN(C1C1=C(C#N)C(=CC(=C1F)Cl)OC1CC1)C